C(C)N1N=CC(=C1)C1=CC=CC(=N1)C(=O)NC=1C(=NC=C(C1)N1CC(CC1)(OC)C(C)(C)O)C(F)(F)F 6-(1-ethyl-1H-pyrazol-4-yl)-N-(5-(3-(2-hydroxypropan-2-yl)-3-methoxypyrrolidin-1-yl)-2-(trifluoromethyl)pyridin-3-yl)picolinamide